BrC=1C=C2C3(C(N(C2=C(C1)F)CC1=CC=C(C=C1)OC)=O)CC3 5'-bromo-7'-fluoro-1'-(4-methoxybenzyl)spiro[cyclopropane-1,3'-indolin]-2'-one